ClC1=C(C(=C(N=N1)OC1=C(C(=CC=C1)C1CC1)F)C(=O)NCC(F)(F)C1=C(C=C(C=C1)C)Cl)C 6-chloro-N-[2-(2-chloro-4-methylphenyl)-2,2-difluoroethyl]-3-(3-cyclopropyl-2-fluorophenoxy)-5-methylpyridazine-4-carboxamide